ClC=1C(=NC=CC1C1=C(C(=CC=C1)C1=NC(=C(C=C1)CNC)OC)Cl)C1=CC(=C(CNCCC(=O)OC(C)C)C=C1)OC Isopropyl 3-((4-(3-chloro-4-(2-chloro-3-(6-methoxy-5-((methylamino)methyl)pyridin-2-yl)phenyl)pyridin-2-yl)-2-methoxybenzyl)amino)propanoate